2-((1-(4-(tert-butyl)benzyl)-1H-indol-5-yl)amino)-1-methyl-4-phenylpyridine iodonium salt [IH2+].C(C)(C)(C)C1=CC=C(CN2C=CC3=CC(=CC=C23)NC2N(C=CC(=C2)C2=CC=CC=C2)C)C=C1